N-(4-methoxyphenethyl)-7-methyl-7H-pyrrolo[2,3-d]pyrimidin-2-amine COC1=CC=C(CCNC=2N=CC3=C(N2)N(C=C3)C)C=C1